N1C=CC2=C(C=CC=C12)C=1SC=CN1 (4-indolyl)thiazole